6-chloro-1H-pyrazolo[4,3-c]pyridine-1-carboxylic acid tert-butyl ester C(C)(C)(C)OC(=O)N1N=CC=2C=NC(=CC21)Cl